ClC(C1(C(=CC=C(C1)N)C1=CC=C(N)C=C1)C(Cl)(Cl)Cl)(Cl)Cl 2,2-bis(trichloromethyl)benzidine